C(C(=O)O)(Cl)Br The molecule is a monocarboxylic acid that is acetic acid in which one of the methyl hydrogens is replaced by bromine while a second is replaced by chlorine. A low-melting (27.5-31.5℃), hygroscopic crystalline solid, it can be formed during the disinfection (by chlorination) of water that contains bromide ions and organic matter, so can occur in drinking water as a byproduct of the disinfection process. It is a monocarboxylic acid, an organochlorine compound and a 2-bromocarboxylic acid.